Magnesium glucarate O=C([C@H](O)[C@@H](O)[C@H](O)[C@H](O)C(=O)[O-])[O-].[Mg+2]